N-[(4-fluorophenyl)methyl]-2,6-diazaspiro[3.3]heptane-2-sulfonamide FC1=CC=C(C=C1)CNS(=O)(=O)N1CC2(C1)CNC2